(s)-1-((R)-5H-imidazo[5,1-a]isoindol-5-yl)-1-(tetrahydro-2H-pyran-4-yl)ethan-1-ol C=1N=CN2C1C1=CC=CC=C1[C@@H]2[C@@](C)(O)C2CCOCC2